methyl(5-(3-morpholinopropoxy)pyridin-2-yl)((trimethylsilyl)imino)-lambda6-sulfanone CS(=O)(=N[Si](C)(C)C)C1=NC=C(C=C1)OCCCN1CCOCC1